4-(2-(4-(chloromethyl)phenyl)propan-2-yl)morpholine 3-Toluenesulfonate CC1=CC(=CC=C1)S(=O)(=O)O.ClCC1=CC=C(C=C1)C(C)(C)N1CCOCC1